4-acetamido-3'-ethoxy-4'-(7-oxo-6,7-dihydro-3H-[1,2,3]triazolo[4,5-d]pyrimidin-5-yl)-[1,1'-biphenyl]-3-carboxylic acid C(C)(=O)NC1=C(C=C(C=C1)C1=CC(=C(C=C1)C=1NC(C2=C(N1)NN=N2)=O)OCC)C(=O)O